C(C)N1NNC2=C1C=C(C=C2)CC 3,5-diethyl-1H-benzotriazole